5-((2S,3S)-3-amino-2-fluoro-3-(4-fluorobicyclo[4.2.0]octan-1(6),2,4-trien-3-yl)propyl)-1-(tetrahydro-2H-pyran-4-yl)pyrimidine-2,4,6(1H,3H,5H)-trione hydrochloride Cl.N[C@H]([C@H](CC1C(NC(N(C1=O)C1CCOCC1)=O)=O)F)C1=CC=2CCC2C=C1F